(6Z,16Z)-12-((Z)-dec-4-en-1-yl)docosa-6,16-dien-11-yl (3-(piperidin-1-yl)-propyl)carbamate N1(CCCCC1)CCCNC(OC(CCC\C=C/CCCCC)C(CCC\C=C/CCCCC)CCC\C=C/CCCCC)=O